CN(C(CCCCCCCCCCCCCCCCC)=O)C N,N-dimethyloctadecaneamide